(S)-2-(2-aminopyrimidin-5-yl)-6-(3-hydroxy-2,6-dimethylphenyl)-3H-imidazo[4,5-b]pyridine-7-carbonitrile NC1=NC=C(C=N1)C1=NC=2C(=NC=C(C2C#N)C2=C(C(=CC=C2C)O)C)N1